[I-].BrC1=C2C(=CNC2=CC=C1)CC1=[N+](C=C(C=C1)C(=O)OC)C 2-((4-bromo-1H-indol-3-yl)methyl)-5-(methoxycarbonyl)-1-methylpyridin-1-ium iodide